C(C)(C)(C)OC(C(CC1=CC=C(C=C1)F)N(C(CCl)=O)CC(=O)NC1=C(C=CC(=C1)Cl)N1N=NC(=C1)Cl)=O 2-(2-chloro-N-(2-((5-chloro-2-(4-chloro-1H-1,2,3-triazol-1-yl)phenyl)amino)-2-oxoethyl)acetamido)-3-(4-fluorophenyl)propanoic acid tert-butyl ester